di-tert-butyl (R)-6-oxo-4-(((trifluoromethyl)sulfonyl)oxy)-3,6-dihydropyridine-1,2(2H)-dicarboxylate O=C1C=C(C[C@@H](N1C(=O)OC(C)(C)C)C(=O)OC(C)(C)C)OS(=O)(=O)C(F)(F)F